C(#N)[C@]1(CC12CC2)C=2C=C1C=C(N=CC1=CC2)NC(=O)[C@@H]2[C@H](C2)C=2C=NC=CC2 (1S,2S)-N-(6-((S)-1-cyanospiro[2.2]pentan-1-yl)isoquinolin-3-yl)-2-(pyridin-3-yl)cyclopropane-1-carboxamide